BrC=1C=CC=2C=3N(C(=NC2C1)NC=1C(N=CC=NC1)=O)N=C(N3)C3=CC=C(C=C3)OC (6R)-6-{[8-bromo-2-(4-methoxyphenyl)[1,2,4]triazolo[1,5-c]quinazolin-5-yl]amino}-1,4-diazepin-5-one